(trans-3-(4-(6-(4-methylpiperazin-1-yl)pyridin-2-yl)-1H-pyrazol-1-yl)cyclobutyl)methanamine CN1CCN(CC1)C1=CC=CC(=N1)C=1C=NN(C1)[C@@H]1C[C@H](C1)CN